FC1(OC2=C(O1)C=C(C(=C2)NC(C)=O)I)F N-(2,2-difluoro-6-iodobenzo[d][1,3]dioxol-5-yl)acetamide